2-(((1-(3-aminopropyl)piperidin-4-yl)thio)methyl)-8-methylquinazolin NCCCN1CCC(CC1)SCC1=NC2=C(C=CC=C2C=N1)C